FC(S(=O)(=O)O)(F)F trifluoro-methane-sulfonic acid